3-(6-oxo-1'-(thiophen-3-ylmethyl)-6,8-dihydro-2H,7H-spiro[furo[2,3-e]isoindole-3,4'-piperidin]-7-yl)piperidine-2,6-dione O=C1N(CC2=C3C(=CC=C12)C1(CCN(CC1)CC1=CSC=C1)CO3)C3C(NC(CC3)=O)=O